C[C@@H]1N(CC1)C=1N=C(C2=C(N1)CCC2)C2=CC=C(C=C2)CC(=O)N 2-[4-[2-[(2S)-2-methylazetidin-1-yl]-6,7-dihydro-5H-cyclopenta[d]pyrimidin-4-yl]phenyl]acetamide